1-((5-chloro-8-hydroxyquinolin-7-yl)(pyridin-3-yl)methyl)-3-methylurea ClC1=C2C=CC=NC2=C(C(=C1)C(NC(=O)NC)C=1C=NC=CC1)O